BrC1=CC=C(C=C1)C1=CC(=CC(=N1)N)SC 6-(4-bromophenyl)-4-(methylthio)pyridin-2-amine